Diethyl 1-(2-((tert-butoxy-carbonyl)amino)ethyl)-1H-pyrazole-3,5-dicarboxylate C(C)(C)(C)OC(=O)NCCN1N=C(C=C1C(=O)OCC)C(=O)OCC